C1(CCCCCC1)[C@@H](C(=O)NC1=CC(N(C=C1F)[C@H](C(=O)N(CC(F)(F)F)C)C)=O)NC(=O)C1=CC=NN1C(C)C N-((S)-1-cycloheptyl-2-((5-fluoro-1-((S)-1-(methyl-(2,2,2-trifluoroethyl)amino)-1-oxopropan-2-yl)-2-oxo-1,2-dihydropyridin-4-yl)amino)-2-oxoethyl)-1-isopropyl-1H-pyrazole-5-carboxamide